FC=1C(=CC(=NC1C)C(=O)O)I 5-fluoro-4-iodo-6-methylpyridine-2-carboxylic acid